N(=C=O)C=1C=NC=CC1 3-isocyanato-pyridine